(R)-2-(4-chloro-3-(trifluoromethoxy)phenyl)-N-(5-((1-(thiazolo[4,5-b]pyridin-2-yl)pyrrolidin-3-yl)amino)-1,3,4-thiadiazol-2-yl)acetamide ClC1=C(C=C(C=C1)CC(=O)NC=1SC(=NN1)N[C@H]1CN(CC1)C=1SC=2C(=NC=CC2)N1)OC(F)(F)F